iso-decanoic acid C(CCCCCCC(C)C)(=O)O